CN(CCC1=CC=C(C=C1)C1=CC=CC=C1)C 4'-(2-(dimethylamino)ethyl)-[1,1'-biphenyl]